C(#N)C1(CC1)NC(=O)C1=NC=CC(=C1)NC(CC1=CC(=CC=C1)OC)=O N-(1-cyanocyclopropyl)-4-[[2-(3-methoxyphenyl)acetyl]amino]pyridine-2-carboxamide